NC1=NC=CC=C1C1=NC2=C(N1C=1C=CC(=NC1)NC(=O)C1=CC=C(C(=O)OC)C=C1)C=C(C=C2)C(C)(C)C methyl 4-((5-(2-(2-aminopyridin-3-yl)-6-(tert-butyl)-1H-benzo[d]imidazol-1-yl)pyridin-2-yl)carbamoyl)benzoate